1,7-dihydroxy-2,3-methylenedioxyxanthone OC1=C2C(=CC=3OC4=CC=C(C=C4C(C13)=O)O)OCO2